9-(3,5-bis(2,6-diphenylpyrimidin-4-yl)-2-(3-phenyl-9H-carbazol-9-yl)phenyl)-3,6-bis(6-phenylpyridin-2-yl)-9H-carbazole C1(=CC=CC=C1)C1=NC(=CC(=N1)C=1C(=C(C=C(C1)C1=NC(=NC(=C1)C1=CC=CC=C1)C1=CC=CC=C1)N1C2=CC=C(C=C2C=2C=C(C=CC12)C1=NC(=CC=C1)C1=CC=CC=C1)C1=NC(=CC=C1)C1=CC=CC=C1)N1C2=CC=CC=C2C=2C=C(C=CC12)C1=CC=CC=C1)C1=CC=CC=C1